5-[4-amino-5-(trifluoromethyl)pyrrolo[2,1-f][1,2,4]triazin-7-yl]-N-[(3R,4S)-4-fluoro-1-[4-(trifluoromethyl)pyridine-2-carbonyl]pyrrolidin-3-yl]-2-methylbenzamide NC1=NC=NN2C1=C(C=C2C=2C=CC(=C(C(=O)N[C@@H]1CN(C[C@@H]1F)C(=O)C1=NC=CC(=C1)C(F)(F)F)C2)C)C(F)(F)F